Cl.N[C@H](CO)C1=CC(=CC=C1)Br (S)-2-amino-2-(3-bromophenyl)ethanol HCl